C(OCC1N(CCNC1)C(=O)OC(C)(C)C)([2H])([2H])[2H] Tert-butyl 2-((methoxy-d3)methyl)piperazine-1-carboxylate